2-chloro-2'-methyl-4-(trifluoromethyl)spiro[5H-thieno[2,3-C]pyran-7,4'-piperidin]-4-ol ClC1=CC2=C(S1)C1(CC(NCC1)C)OCC2(O)C(F)(F)F